F[C@@H]1C2CCC[C@@H](C[C@@H]1N(C=1N=CC(=NC1)C1=C(C=C(C=C1)C=1N=NC(=CC1)C)O)C)N2 2-(5-{[(2R,3S,5S)-2-fluoro-9-azabicyclo[3.3.1]nonan-3-yl](methyl)amino}pyrazin-2-yl)-5-(6-methylpyridazin-3-yl)phenol